ClC1=CC=C2C(=NN(C2=C1)C1=CC(=CC(=C1)F)F)C(C)N1N=C(C=2C1=NC=NC2N)C (1-(6-chloro-1-(3,5-difluorophenyl)-1H-indazol-3-yl)ethyl)-3-methyl-1H-pyrazolo[3,4-d]pyrimidin-4-amine